CCC(CC)NC(=O)C1=CN=C(O1)C=1C=C(C=CC1)C1=CC(=NN1)C(=O)N[C@@H](CC1=CC=CC=C1)C(=O)OC methyl (5-(3-(5-(pentan-3-ylcarbamoyl)oxazol-2-yl)phenyl)-1H-pyrazole-3-carbonyl)phenylalaninate